FC(C=1C=CC(=NC1)O[C@@H]1CN(CC1)C(=O)OC(C)(C)C)(F)F (S)-tert-butyl 3-(5-(trifluoromethyl)pyridin-2-yloxy)pyrrolidine-1-carboxylate